carbon oxygen salt [O].[C]